6-{[3-(fluoromethyl)oxetan-3-yl]methoxy}-N-[(2S)-1-hydroxyprop-2-yl]-5-(3-methoxyazetidin-1-yl)pyridine-2-carboxamide FCC1(COC1)COC1=C(C=CC(=N1)C(=O)N[C@H](CO)C)N1CC(C1)OC